(S)-2-(1H-Benzo[d]imidazol-5-yl)-3-(4-propoxyphenyl)isoindolin-1-on N1C=NC2=C1C=CC(=C2)N2C(C1=CC=CC=C1[C@@H]2C2=CC=C(C=C2)OCCC)=O